(+/-)-trans-2-benzylcyclopropanecarboxylic acid C(C1=CC=CC=C1)[C@H]1[C@@H](C1)C(=O)O |r|